BrC=1C=CC(=C(C1)NC=1C2=C(N=CC1)N(C=C2)S(=O)(=O)C2=CC=CC=C2)[N+](=O)[O-] N-(5-bromo-2-nitrophenyl)-1-(benzenesulfonyl)-1H-pyrrolo[2,3-b]pyridin-4-amine